(S)-2-(tert-butoxy)-2-(4-(4-chlorophenyl)-1-(2-methoxyethyl)-2,3,6-trimethyl-1H-pyrrolo[2,3-b]pyridin-5-yl)acetic acid C(C)(C)(C)O[C@H](C(=O)O)C=1C(=C2C(=NC1C)N(C(=C2C)C)CCOC)C2=CC=C(C=C2)Cl